ClC1=C(C=C2C(C(=CN(C2=N1)C1=NC=C(C=C1F)F)C(=O)NC(C(F)(F)F)C(F)(F)F)=O)F 7-chloro-1-(3,5-difluoropyridin-2-yl)-6-fluoro-N-(1,1,1,3,3,3-hexafluoroprop-2-yl)-4-oxo-1,4-dihydro-1,8-naphthyridine-3-carboxamide